NC1=CC(=NC(N1C1=C(C=CC=C1C)C)=O)Cl 6-amino-4-chloro-1-(2,6-dimethylphenyl)pyrimidin-2(1H)-one